O1C(=O)C(=CC2=CC=CC=C12)S coumarin-thiol